O1C=NC=C1C=O Oxazol-5-carboxaldehyd